6-(2-(4-(Trifluoromethyl)phenyl)cyclobutyl)quinoline FC(C1=CC=C(C=C1)C1C(CC1)C=1C=C2C=CC=NC2=CC1)(F)F